(R)-N-((7-chloroquinoxalin-6-yl)methyl)-5-methoxy-4-(pyrrolidin-3-yloxy)pyridin-3-amine ClC1=C(C=C2N=CC=NC2=C1)CNC=1C=NC=C(C1O[C@H]1CNCC1)OC